FC1=CC=C(CC2N(CC23CN(C3)C)C(=O)NCC3=CC=C(C=C3)OCC(C)C)C=C1 (4-Fluorobenzyl)-N-(4-isobutoxybenzyl)-6-methyl-2,6-diazaspiro[3.3]heptane-2-carboxamide